FC1(CCN(CC1)C1=NC=CC(=N1)N1N=NC(=C1)C1=C(C=C(C=C1)C(CO)S(=O)(=O)N)N1CCC2(CC2)CC1)F (4-(1-(2-(4,4-difluoropiperidin-1-yl)pyrimidin-4-yl)-1H-1,2,3-triazol-4-yl)-3-(6-azaspiro[2.5]oct-6-yl)phenyl)-2-hydroxyethane-1-sulfonamide